ClC=1C=C2C(C=C(OC2=CC1)C(Cl)(Cl)Cl)=O 6-chloro-2-(trichloromethyl)-4H-chromen-4-one